ClC=1C=C2C(=NC=NC2=C(C1C1=CNC2=CC=CC=C12)F)N1CCN(CC1)C(C=C)=O 1-(4-(6-chloro-8-fluoro-7-(1H-indol-3-yl)quinazolin-4-yl)piperazin-1-yl)prop-2-en-1-one